N-((3S,4S)-8-(5-((5-chloro-3-(2-methoxypropyl)-2-methyl-4-oxo-3,4-dihydroquinazoline-6-yl)thio)pyrazin-2-yl)-3-methyl-2-oxa-8-azaspiro[4.5]decan-4-yl)-2-methylpropane-2-sulfinamide ClC1=C2C(N(C(=NC2=CC=C1SC=1N=CC(=NC1)N1CCC2([C@@H]([C@@H](OC2)C)NS(=O)C(C)(C)C)CC1)C)CC(C)OC)=O